3-methyl-1H-imidazol-2(3H)-one CN1C(NC=C1)=O